N,N-di-tert-butoxycarbonyl-1-(2-(dimethylamino)ethyl)-5-nitro-1H-indazol-7-amine C(C)(C)(C)OC(=O)N(C=1C=C(C=C2C=NN(C12)CCN(C)C)[N+](=O)[O-])C(=O)OC(C)(C)C